syn-1,2-Diazido-1,2-diphenylethane N(=[N+]=[N-])C(C(C1=CC=CC=C1)N=[N+]=[N-])C1=CC=CC=C1